C(C)(C)(C)OC(C1=C(C=C(C=C1)Br)OC=1C=C2C(=NC1)NC=C2)=O 2-((1H-pyrrolo[2,3-b]pyridine-5-yl)oxy)-4-bromobenzoic acid tert-butyl ester